1-(5-(4-(diphenylamino)phenyl)thiophen-2-yl)prop-2-yn-1-ol C1(=CC=CC=C1)N(C1=CC=C(C=C1)C1=CC=C(S1)C(C#C)O)C1=CC=CC=C1